FC=1C(=NC=CC1)[C@H](C)NC=1SC(=C(N1)C)C(=O)N1CCC(CC1)N1C[C@@H](CCC1)C |&1:7| (2-{[(1SR)-1-(3-fluoropyridin-2-yl)ethyl]amino}-4-methyl-1,3-thiazol-5-yl)[(3R)-3-methyl[1,4'-bipiperidine]-1'-yl]methanone